NCCC[SiH2]C(OCC)OCC 3-aminopropyl-(diethoxymethylsilane)